(2S,4R)-1-[(2S)-2-(4-cyclopropyltriazol-1-yl)-3,3-dimethyl-butanoyl]-4-hydroxy-N-[(3-hydroxy-5,6-dimethyl-pyridazin-4-yl)methyl]pyrrolidine-2-carboxamide C1(CC1)C=1N=NN(C1)[C@H](C(=O)N1[C@@H](C[C@H](C1)O)C(=O)NCC1=C(N=NC(=C1C)C)O)C(C)(C)C